COC(=O)C=1N=C(SC1C)[C@H](CC(=O)NC)NC(=O)OC(C)(C)C 5-methyl-2-[(1S)-3-(methylamino)-1-[[(2-methylpropan-2-yl)oxy-oxomethyl]amino]-3-oxopropyl]-4-thiazolecarboxylic acid methyl ester